BrC=1C=C(C(N(C1)CCCOC)=O)N1C[C@H](N(CC1)C(=O)OC(C)(C)C)C (R)-tert-butyl 4-(5-bromo-1-(3-methoxypropyl)-2-oxo-1,2-dihydropyridin-3-yl)-2-methylpiperazine-1-carboxylate